5-((tert-butoxycarbonyl)amino)-2-(trifluoromethyl)-1H-benzo[d]imidazole-7-carboxylic acid C(C)(C)(C)OC(=O)NC1=CC2=C(NC(=N2)C(F)(F)F)C(=C1)C(=O)O